N,N,N',N'-tetra(2-hydroxyethyl)adipamide OCCN(C(CCCCC(=O)N(CCO)CCO)=O)CCO